FC1=C(C=C(C=C1)CC1=NNC(C2=CC=CC=C12)=O)C1=CC2=C(NC(=N2)NC(OCCF)=O)C=C1 2-Fluoroethyl (5-(2-fluoro-5-((4-oxo-3,4-dihydrophthalazin-1-yl)methyl)phenyl)-1H-benzoimidazol-2-yl)carbamate